N1C(CNCC1)=O Piperazin-on